C1(=CC=CC=C1)C=1N=C(N=NC1C1=CC=CC=C1)SCCN(C)C 2-[(5,6-diphenyl-1,2,4-triazin-3-yl)sulfanyl]-N,N-dimethyl-ethanamine